1-(8-(5-(((5-fluoro-2,3-dihydrobenzofuran-4-yl)methyl)amino)-[1,2,4]triazolo[4,3-c]pyrimidin-8-yl)-2-methylimidazo[1,2-a]pyridin-3-yl)ethan-1-one FC=1C=CC2=C(CCO2)C1CNC1=NC=C(C=2N1C=NN2)C=2C=1N(C=CC2)C(=C(N1)C)C(C)=O